C(CCC)NC1=CC=C2C=C(C(OC2=C1)=O)C=1SC=C(N1)CC(=O)O 2-[2-(7-(butylamino)-2-oxo-2H-chromen-3-yl)thiazol-4-yl]Acetic Acid